CC1(C(OB(O1)N1CCC=CC1)(C)C)C (tetramethyl-1,3,2-dioxaborolan-2-yl)-1,2,3,6-tetrahydropyridine